FC=1C=C(C=C(C1C)NC(=O)C1=CN=C2N1C=CC=C2)C2=NC(=NO2)N2C(CN(CC2)C(=O)OC)C(C)C methyl 4-(5-(3-fluoro-5-(imidazo[1,2-a]pyridine-3-carboxamido)-4-methylphenyl)-1,2,4-oxadiazol-3-yl)-3-isopropylpiperazine-1-carboxylate